7-[4-bromo-3-(trifluoromethyl)benzoyl]-2-(4-cyclopropoxyphenyl)-6-(hydroxymethyl)-3-oxo-N-{[2-(pyrimidin-2-yl)phenyl]methyl}-5H,6H,8H-imidazo[1,5-a]pyrazine-1-carboxamide BrC1=C(C=C(C(=O)N2CC=3N(CC2CO)C(N(C3C(=O)NCC3=C(C=CC=C3)C3=NC=CC=N3)C3=CC=C(C=C3)OC3CC3)=O)C=C1)C(F)(F)F